(R)-2,2'-(2-(1-(2-(2,5-dichlorobenzamido)acetamido)-3-methylbutyl)-5-oxo-1,3,2-dioxaborolane-4,4-diyl)bis(N,N-dimethylacetamide) ClC1=C(C(=O)NCC(=O)N[C@@H](CC(C)C)B2OC(C(O2)(CC(=O)N(C)C)CC(=O)N(C)C)=O)C=C(C=C1)Cl